CC(C)CC(C=CC=CC1=CC=CC=C1)=O 2-methyl-8-phenylocta-5,7-dien-4-one